N,N,N'-trimethyl-1,3-diaminopropane CN(CCCNC)C